C(C)N(CCO)C1=CC=CC=C1 2-(N-ethyl-phenylamino)ethanol